(3Z,6Z-9R,10S)-9,10-epoxy-octadecadienoic acid C(\C=C/C=CCCC[C@@H]1[C@H](CCCCCCCC)O1)(=O)O